Cl.FC=1C=C(C=C(C1)N1CCC=CC1)Cl (5-fluoro-3-chlorophenyl)-1,2,3,6-tetrahydropyridine hydrochloride